F[Sb-](F)(F)(F)(F)F.C1(C=CC=C1)[Fe+] cyclopentadienyliron(1+) hexafluoroantimonate